2-((6S,10R,13S)-17-hydroxy-6,10,13-trimethyl-3-oxo-6,7,8,10,12,13,14,15,16,17-decahydro-3H-cyclopenta[a]phenanthren-17-yl)-2-oxoethyl acetate C(C)(=O)OCC(=O)C1(CCC2C3C[C@@H](C4=CC(C=C[C@@]4(C3=CC[C@]12C)C)=O)C)O